1-((3-hydroxy-5-(1-phenyl-1H-pyrazol-4-yl)picolinamido)methyl)cyclopentane-1-carboxylic acid OC=1C(=NC=C(C1)C=1C=NN(C1)C1=CC=CC=C1)C(=O)NCC1(CCCC1)C(=O)O